(3-((2,4-dichlorophenoxy)methyl)phenyl)pyrrolidine-1-carboxylic acid tert-butyl ester C(C)(C)(C)OC(=O)N1C(CCC1)C1=CC(=CC=C1)COC1=C(C=C(C=C1)Cl)Cl